(2S)-2,6-bis({[(tert-butoxy)carbonyl]amino})hexanoic acid C(C)(C)(C)OC(=O)N[C@H](C(=O)O)CCCCNC(=O)OC(C)(C)C